C1(=CC=CC=C1)CN1C(NC2=CC3=C(C=C2C1)C(=NN3)C3=CC=NC=C3)=O 1,5,6,8-tetrahydro-6-(phenylmethyl)-3-(4-pyridinyl)-7H-pyrazolo[4,3-g]quinazolin-7-one